C1CCSSSC1 trithiepane